C(C)(C)(C)/C=C/B(O)O 2-tert-butyl-trans-vinylboronic acid